3-(naphthalen-2-yl)-1,5-diphenyl-4,5-dihydro-1H-pyrazole C1=C(C=CC2=CC=CC=C12)C1=NN(C(C1)C1=CC=CC=C1)C1=CC=CC=C1